methyl 4-(4-bromo-2-fluorophenyl)-4-cyanobutanoate BrC1=CC(=C(C=C1)C(CCC(=O)OC)C#N)F